tert-butyl 3-(1-((2-(trimethylsilyl)ethoxy)-methyl)-1H-benzo[d]imidazol-4-yl)azetidine-1-carboxylate C[Si](CCOCN1C=NC2=C1C=CC=C2C2CN(C2)C(=O)OC(C)(C)C)(C)C